C(C)(=O)N1CC(C1)CN1N=C2C3=C(CCC2=C1)OC(=C3C)C(=O)NC[C@H]3OCCC3 2-[(1-Acetylazetidin-3-yl)methyl]-8-methyl-N-[(2S)-tetrahydrofuran-2-ylmethyl]-4,5-dihydro-2H-furo[2,3-g]indazol-7-carboxamid